ClCCOC=C=C 3-(2-chloroethoxy)prop-1-eneN